1-Chloro-9,10-bis(phenyl-ethynyl)anthracene ClC1=CC=CC2=C(C3=CC=CC=C3C(=C12)C#CC1=CC=CC=C1)C#CC1=CC=CC=C1